1-(m-tolyl)-1H-imidazole-5-carbaldehyde C1(=CC(=CC=C1)N1C=NC=C1C=O)C